ClC1=C(C=CC=C1F)C1=CN(C(N(C1=O)CCC(=O)[O-])=O)C 3-[5-(2-chloro-3-fluoro-phenyl)-2,6-dioxo-3,6-dihydro Methyl-2H-pyrimidin-1-yl]-propanoate